(RS)-1-Chloro-isoquinoline-3-carboxylic acid (4-pyrrolidin-3-yl-phenyl)-amide N1C[C@H](CC1)C1=CC=C(C=C1)NC(=O)C=1N=C(C2=CC=CC=C2C1)Cl |r|